BrC=1C=CC(=C(C1)[C@H]1N(CCC1)C(=O)OC(C)(C)C)C1CCOCC1 tert-Butyl (S)-2-(5-bromo-2-(tetrahydro-2H-pyran-4-yl)phenyl)pyrrolidine-1-carboxylate